C(CC)OCOCCCC(CC(CC(C)O)C)C 8-hydroxy-4,6-dimethylnonyl propyloxymethyl ether